C(C)C1=C(C(=O)NNC(C(O)C2=CC(=CC(=C2)F)F)=O)C=CC(=C1C)O 3,5-difluoro-α-hydroxyphenylacetic acid 2-(2-ethyl-4-hydroxy-3-methylbenzoyl) hydrazide